OCC(C)(S(=O)(=O)N)C 1-Hydroxy-2-methylpropane-2-sulfonamide